FC(C/C(=C/C(=O)OCC)/OS(=O)(=O)C(F)(F)F)(F)F Ethyl (2Z)-5,5,5-trifluoro-3-{[(trifluoromethyl)sulfonyl]oxy}pent-2-enoate